7-(3-(7H-benzo[c]carbazol-8-yl)-4-methylphenyl)-5-mesityl-7H-benzo[c]carbazole C1=CC=CC=2C=CC=3NC=4C(=CC=CC4C3C21)C=2C=C(C=CC2C)N2C=1C=CC=CC1C=1C3=C(C(=CC21)C2=C(C=C(C=C2C)C)C)C=CC=C3